ClC1=CC=C(C=C1)C=1OC(=CC1)C1=CC=CC=C1 2-(4-chlorophenyl)-5-phenylfuran